NC=1C(=NC(=CN1)C1=C(C=C(C=C1)NC([C@H](O)C1=CC(=CC(=C1)F)F)=O)CC)C(=O)NC1COC1 (R)-3-amino-6-(4-(2-(3,5-difluorophenyl)-2-hydroxyacetamido)-2-ethylphenyl)-N-(oxetan-3-yl)pyrazine-2-carboxamide